C(#N)C[C@@H](N)C(=O)O β-Cyano-D-alanine